CC1=CC=C(C=C1)C=1C=NC2=CC=CC=C2C1 3-(4-methylphenyl)-quinoline